N-(3-(4-benzylpiperidin-1-yl)propyl)naphthalen-1-sulfonamide C(C1=CC=CC=C1)C1CCN(CC1)CCCNS(=O)(=O)C1=CC=CC2=CC=CC=C12